NC=1C2=C(N=CN1)N(C(=C2C2=C(C=CC=C2)OC)C#CC2CN(C2)C2CCN(CC2)C(C=C)=O)C 1-(4-(3-((4-amino-5-(2-methoxyphenyl)-7-methyl-7H-pyrrolo[2,3-d]pyrimidin-6-yl)ethynyl)azetidin-1-yl)piperidin-1-yl)prop-2-en-1-one